(1R,1'R)-1'-(4-(4-(dimethoxymethyl)piperidin-1-yl)phenyl)-2,3,3',4'-tetrahydro-1'H-spiro[indene-1,2'-naphthalen]-6'-ol COC(C1CCN(CC1)C1=CC=C(C=C1)[C@@H]1[C@]2(CCC3=CC(=CC=C13)O)CCC1=CC=CC=C12)OC